2-(((1r,4r)-4-((bis(4-fluorophenyl)carbamoyloxy)methyl)cyclohexyl)methoxy)acetic acid FC1=CC=C(C=C1)N(C(=O)OCC1CCC(CC1)COCC(=O)O)C1=CC=C(C=C1)F